C(=O)(O)C1=C(C=C(C=C1)C(=O)O)C1=C2C=C3C(=CC([N+](=C3C=C2OC2=C1C=C1C(=CC(N(C1=C2)CC)(C)C)C)CC)(C)C)C 6-(2,5-Dicarboxyphenyl)-1,11-diethyl-2,2,4,8,10,10-hexamethyl-10,11-dihydro-2H-pyrano[3,2-g:5,6-g']diquinolin-1-ium